C[Si](O[Si](O[SiH](C)C)(C)C)(C)C 1,1,1,3,3,5,5-heptamethyltrisiloxane